CC1=C(OC2CC3C(CN(C3)C(=O)N3N=C(C=C3)C(=O)O)C2)C=CC=C1C(F)(F)F 1-(trans-5-(2-methyl-3-(trifluoromethyl)phenoxy)octahydro-cyclopenta[c]pyrrole-2-carbonyl)-1H-pyrazole-3-carboxylic acid